4-(1-((endo)-2-azabicyclo[2.1.1]hexan-5-yl)-6-fluoro-2-methyl-4-((tetrahydro-1H-pyrrolizin-7a(5H)-yl)methoxy)-1H-pyrrolo[3,2-c][1,6]naphthyridin-7-yl)naphthalen-2-ol C12NCC(C1N1C(=CC=3C(=NC=4C(=C(N=CC4C31)C3=CC(=CC1=CC=CC=C31)O)F)OCC31CCCN1CCC3)C)C2